6-(morpholine-4-carbonyl)-4-(3-(1-trityl-1H-pyrazol-4-yl)phenyl)quinoline-2-carbaldehyde N1(CCOCC1)C(=O)C=1C=C2C(=CC(=NC2=CC1)C=O)C1=CC(=CC=C1)C=1C=NN(C1)C(C1=CC=CC=C1)(C1=CC=CC=C1)C1=CC=CC=C1